ClC=1C=C2CCC(CC2=CC1)S(=O)(=O)NC[C@H](CNS(=O)(=O)C1=CC=C(C=C1)N(C)C)C 6-chloro-N-((R)-3-((4-(dimethylamino)phenyl)sulfonylamino)-2-methylpropyl)-1,2,3,4-tetrahydronaphthalene-2-sulfonamide